5-(3-fluorophenyl)-7-methyl-6-(3-azaspiro[5.5]undec-8-en-9-yl)-7H-pyrrolo[2,3-d]pyrimidin-4-amine FC=1C=C(C=CC1)C1=C(N(C=2N=CN=C(C21)N)C)C2=CCC1(CCNCC1)CC2